C(C)(C)(C)OC(=O)NC1CCC(CC1)N1N=NC(=C1)C(=O)O 1-[4-(tert-butoxycarbonylamino)cyclohexyl]triazole-4-carboxylic acid